N1=C(C=CC=C1)C(C(=O)NCC=1SC=CC1)OC=1C=C(C=CC1)C (pyridin-2-yl)-N-(thiophen-2-ylmethyl)-2-(m-tolyloxy)acetamide